[Mn].[Na] natrium manganese